piperidin-3-yl(4-(quinazolin-4-yl)piperazin-1-yl)methanone N1CC(CCC1)C(=O)N1CCN(CC1)C1=NC=NC2=CC=CC=C12